C1(CC1)C(=O)N1CCC2=CC=CC=C12 1-cyclopropanecarbonyl-2,3-dihydro-1H-indol